CC(C=C)S(=O)(=O)[O-].[Na+] sodium 3-butene-2-sulfonate